CC(=O)C1=C(C=C(C=C1OC)OC)OC 2,4,6-trimethoxyacetophenone